Methyl 2-[[2,5-difluoro-4-(6-hydroxy-2-pyridyl)phenyl]methyl]-7-fluoro-3-[[1-(fluoromethyl)cyclopropyl]methyl]benzimidazole-5-carboxylate FC1=C(C=C(C(=C1)C1=NC(=CC=C1)O)F)CC=1N(C2=C(N1)C(=CC(=C2)C(=O)OC)F)CC2(CC2)CF